5-amino-2-chloro-4-(((1r,2s)-2-fluorocyclopentyl)oxy)benzonitrile NC=1C(=CC(=C(C#N)C1)Cl)O[C@H]1[C@H](CCC1)F